2-amino-1-(3-methoxycarbonyl-l-2-thioureido)-4-(2,2,2-trifluoroethylthio)benzen NC1=C(C=CC(=C1)SCC(F)(F)F)NC(=S)NC(=O)OC